C(C)(C)(C)OC(NC(CC1=CC=C(C=C1)O)C=1OC(=NN1)S)=O (2-(4-Hydroxyphenyl)-1-(5-mercapto-1,3,4-oxadiazol-2-yl)ethyl)carbamic acid tert-butyl ester